1-((4AR,6R,7aS)-2-(cyclohexyloxy)-2-oxo-tetrahydro-4H-furo[3,2-d][1,3,2]dioxaphosphorin-6-yl)-5-fluoropyrimidine-2,4(1H,3H)-dione C1(CCCCC1)OP1(OC[C@@H]2[C@@H](O1)C[C@@H](O2)N2C(NC(C(=C2)F)=O)=O)=O